4-(4-bromo-2-chloro-3-fluorophenyl)butanal BrC1=C(C(=C(C=C1)CCCC=O)Cl)F